4,6-dimethoxy-2-benzofuran-3(2H)-one COC1=CC(=CC=2COC(C21)=O)OC